NC=1C=C(C=CC1)C1CCNC=2N1N=C(C2C(=O)N)C2=CC=C(C=C2)OC2=CC=CC=C2 7-(3-Aminophenyl)-2-(4-phenoxyphenyl)-4,5,6,7-tetrahydropyrazolo[1,5-a]pyrimidine-3-carboxamide